(3S)-3-aminobutyric acid N[C@H](CC(=O)O)C